N-vinyl-3,3-dimethyl-2-pyrrolidone C(=C)N1C(C(CC1)(C)C)=O